(((1-(1-Methyl-1H-tetrazol-5-yl)-1H-benzo[d]imidazol-2-yl)oxy)methyl)pyridin-4-amine CN1N=NN=C1N1C(=NC2=C1C=CC=C2)OCC2=NC=CC(=C2)N